COC1=C(C=C(C(=C1)CCCCC)OC)CCN 2-(2,5-dimethoxy-4-pentylphenyl)ethanamine